P(=O)(OC1CN(CCC1)C1=NC2=C(C(=CC=C2C(=C1)N1C=NC=C1)Cl)Cl)(O)O 1-(7,8-dichloro-4-(1H-imidazol-1-yl)quinolin-2-yl)piperidin-3-yl dihydrogen phosphate